O1[C@H](COCC1)CN1N=C2C3=C(CC(C2=C1)C(F)(F)F)OC(=C3C)C(=O)NC[C@H]3OCCC3 2-{[(2S)-1,4-dioxan-2-yl]methyl}-8-methyl-N-{[(2S)-oxolane-2-yl]methyl}-4-(trifluoromethyl)-4,5-dihydro-2H-furo[2,3-g]indazole-7-carboxamide